FC(CF)C1=C(C=O)C=CC=C1F 2-(1,2-difluoroethyl)-3-fluorobenzaldehyde